C(OCCl)(OCCCCCCCCCCCCC)=O chloromethyl tridecyl carbonate